tert-butyl (R)-3-(3-(trifluoromethyl)phenoxy)piperidine-1-carboxylate FC(C=1C=C(O[C@H]2CN(CCC2)C(=O)OC(C)(C)C)C=CC1)(F)F